C(#N)C1=C(SC2=C1C(=NC=C2F)C=2C1=C(C=3C=NC(=NC3C2F)N2C[C@H]3N(CC[C@H]3C2)C)COC1)NC(OC(C)(C)C)=O tert-Butyl (3-cyano-7-fluoro-4-(5-fluoro-3-((3aS,6aS)-1-methylhexahydropyrrolo[3,4-b]pyrrol-5(1H)-yl)-7,9-dihydrofuro[3,4-f]quinazolin-6-yl)thieno[3,2-c]pyridin-2-yl)carbamate